ethyl (S)-8-ethynyl-4-methyl-6-(pyridin-2-yl)-4H-benzo[f]imidazo[1,5-a][1,4]diazepine-3-carboxylate C(#C)C=1C=CC2=C(C(=N[C@H](C=3N2C=NC3C(=O)OCC)C)C3=NC=CC=C3)C1